di-(eicosyl)amine C(CCCCCCCCCCCCCCCCCCC)NCCCCCCCCCCCCCCCCCCCC